2-(8-(2-fluorobenzyl)imidazo[1,2-a]pyrazin-6-yl)pyrimidin-4-ol FC1=C(CC=2C=3N(C=C(N2)C2=NC=CC(=N2)O)C=CN3)C=CC=C1